C(C)(C)(CC)NC(=O)C1=C(C(=O)O)C=CC=C1 (tert-pentylcarbamoyl)benzoic acid